CC(=O)O[C@H](C1=CC=CC=C1)C(=O)O (-)-O-Acetyl-D-mandelic acid